NC=1C=2N(C3=CC(=CC=C3N1)C(=O)OCC)N=CC2C ethyl 4-amino-3-methylpyrazolo[1,5-a]quinoxalin-8-carboxylate